4-fluorotetrahydro-2H-pyran FC1CCOCC1